C1(CCCCC1)CN(S(=O)(=O)N)C1CC2(CNC2)C1 N-(cyclohexylmethyl)-N-(2-azaspiro[3.3]heptan-6-yl)sulfamide